16-methyl-10,18-dioxa-2,4,6,15-tetrazapentacyclo[13.6.2.12,5.019,23.09,24]tetracosa-1(22),5,7,9(24),19(23),20-hexaen-3-one CC1N2CCCCOC=3C=CN=C4NC(N(C=5C=CC(OC1)=C2C5)C43)=O